SC(CSCC(S)C)SC(CSCCS)S 5,7-Dimercapto-methyl-1,11-dimercapto-3,6,9-trithiaundecan